NC1=C(C=2C(=NC=C(C2S1)F)C=1C2=C(C=3C=NC(=NC3C1F)N1C[C@H]([C@@H](C1)NC(C)C)O)COC2)C#N 2-Amino-7-fluoro-4-(5-fluoro-3-((3R,4R)-3-hydroxy-4-(isopropylamino)pyrrolidin-1-yl)-7,9-dihydrofuro[3,4-f]quinazolin-6-yl)thieno[3,2-c]pyridine-3-carbonitrile